FC(C1=NN=C(O1)N1C(N(C2=C1C=C(C=C2)S(=O)(=O)NC2(CC2)C)C)=O)F 3-[5-(difluoromethyl)-1,3,4-oxadiazol-2-yl]-1-methyl-N-(1-methylcyclopropyl)-2-oxo-benzimidazol-5-sulfonamide